C(C1=CC=CC=C1)=C(C(=O)[O-])CC(C1=CC=CC=C1)(F)F 2-benzylidene-4,4-difluoro-4-phenylbutyrate